FC(OCC=1NC(C=2C(N1)=NN(C2)C2=C(C=C(C=C2C)C2(CC2)F)C)=O)F 6-[(difluoromethoxy)methyl]-2-[4-(1-fluorocyclopropyl)-2,6-dimethylphenyl]-2,5-dihydro-4H-pyrazolo[3,4-d]pyrimidin-4-one